N[C@H](C(=O)N[C@H](C(=O)OC)CC1C(NC(CC1)(C)C)=O)CC1CC1 methyl (2S)-2-[[(2S)-2-amino-3-cyclopropyl-propanoyl]amino]-3-(6,6-dimethyl-2-oxo-3-piperidyl)propanoate